C1N(CC2=CC=CC=C12)C1=NC2=C(C=C(C=C2C(N1[C@@H]1COCC1)=O)C)C(C)NC1=C(C(=O)O)C=CC=C1 2-((1-(2-(Isoindolin-2-yl)-6-methyl-4-oxo-3-((S)-tetrahydrofuran-3-yl)-3,4-dihydroquinazolin-8-yl)ethyl)amino)benzoic acid